C(C)N(S(=O)(=O)C=1C=NC=C(C1)N1CCCC1)C(C(F)(F)F)C1=CC=C(C=C1)F N-ethyl-5-(pyrrolidin-1-yl)-N-(2,2,2-trifluoro-1-(4-fluorophenyl)ethyl)pyridine-3-sulfonamide